8-(2-ethyl-4-fluorophenyl)-9-(4-((1-(3-fluoropropyl)azetidin-3-yl)methyl)phenyl)-6,7-dihydro-5H-benzo[7]annulene-3-carboxylic acid hydrochloride Cl.C(C)C1=C(C=CC(=C1)F)C=1CCCC2=C(C1C1=CC=C(C=C1)CC1CN(C1)CCCF)C=CC(=C2)C(=O)O